P(OCCCC)(OCC(=O)NO)=O butyl (2-(hydroxy amino)-2-oxoethyl) phosphonate